3-mercapto-3-methylhexan-1-ol SC(CCO)(CCC)C